FC1=C(OCC2=NC=CC(=C2)OC2CCN(CC2)CC2=NC3=C(N2C[C@H]2OCC2)C=C(C=C3F)C(=O)O)C=CC(=C1)F 2-{[4-({2-[(2,4-difluorophenoxy)methyl]pyridin-4-yl}oxy)piperidin-1-yl]methyl}-4-fluoro-1-{[(2S)-oxetan-2-yl]methyl}-1H-1,3-benzodiazole-6-carboxylic acid